FC(C(=O)O)(F)F.N1N=CC2=CC(=CC=C12)C#CC1=NC(=NC=C1)C1=NC(=NC=C1)N1CC2=CC=C(C=C2C1)OCC(=O)NC1CC1 2-((2-(4-((1H-Indazol-5-yl)ethynyl)-[2,4'-bipyrimidin]-2'-yl)isoindolin-5-yl)oxy)-N-cyclopropylacetamide trifluoroacetate